(1R,3R)-1-(4-bromo-2-methoxyphenyl)-2-(2-fluoro-2-methylpropyl)-3-methyl-2,3,4,9-tetrahydro-1H-pyrido[3,4-b]indole BrC1=CC(=C(C=C1)[C@H]1N([C@@H](CC2=C1NC1=CC=CC=C21)C)CC(C)(C)F)OC